6-chloro-7-((2S,3R)-2-(((3-chloropyridin-2-yl)oxy)methyl)-3-fluoropyrrolidin-1-yl)-1-(6-(3-(dimethylamino)azetidin-1-yl)pyridin-3-yl)-4-oxo-1,4-dihydroquinoline-3-carboxylic acid ClC=1C=C2C(C(=CN(C2=CC1N1[C@H]([C@@H](CC1)F)COC1=NC=CC=C1Cl)C=1C=NC(=CC1)N1CC(C1)N(C)C)C(=O)O)=O